CN(C1(CCC2(CNC(N2)=O)CC1)C1=CC(=CC=C1)C(F)(F)F)C (CIS)-8-(dimethylamino)-8-(3-(trifluoromethyl)phenyl)-1,3-diazaspiro[4.5]decan-2-one